C1(CCCC1)[C@H](C(=O)N[C@@H](C(=O)NC)CCCC1=CC=CC=C1)NC(=O)[C@H]1NCCCC1 (S)-N-((R)-1-cyclopentyl-2-(((R)-1-(methylamino)-1-oxo-5-phenylpentan-2-yl)amino)-2-oxoethyl)piperidine-2-carboxamide